(S)-6-((5-amino-3-bromo-7-((1-hydroxyhex-3-yl)amino)-1H-pyrazolo[4,3-d]pyrimidin-1-yl)methyl)-5-methoxy-3',6'-dihydro-[3,4'-bipyridine]-1'(2'H)-carboxylic acid tert-butyl ester C(C)(C)(C)OC(=O)N1CCC(=CC1)C=1C=NC(=C(C1)OC)CN1N=C(C=2N=C(N=C(C21)N[C@H](CCO)CCC)N)Br